2-(3-fluorophenyl)piperazine FC=1C=C(C=CC1)C1NCCNC1